(6-heptyl-3-methyl-1-oxa-4-azaspiro[4.4]non-3-yl)methanol C(CCCCCC)C1C2(NC(CO2)(C)CO)CCC1